N-(tert-butyl)-4-(5''-(methylsulfonamido)dispiro[cyclopropane-1,1'-cyclohexane-4',3''-indoline]-1''-carbonyl)thiophene-2-sulfonamide C(C)(C)(C)NS(=O)(=O)C=1SC=C(C1)C(=O)N1CC2(C3=CC(=CC=C13)NS(=O)(=O)C)CCC1(CC2)CC1